CC(=CC(=O)N[C@@H](CC(=O)O)C(=O)O)CCC=C(C)C (3,7-dimethyl-2,6-octadienoyl)aspartic acid